O[C@H]1[C@@H](O[C@@H]([C@H]1O)CO)C=1C(NC(N(C1)C=1NC=CN1)=O)=O 5-((2S,3R,4S,5R)-3,4-dihydroxy-5-(hydroxymethyl)tetrahydrofuran-2-yl)-1-(1H-imidazol-2-yl)pyrimidine-2,4(1H,3H)-dione